C(C)(C)(C)OC(=O)N1CCC(CC1)C=1OC2=C(N1)C=CC(=C2)CCOC 4-[6-(2-methoxyethyl)-1,3-benzoxazol-2-yl]piperidine-1-carboxylic acid tert-butyl ester